(2E)-N-(5-fluoro-2,4-dimethylpyridin-3-yl)-3-(5-fluoro-3-methyl-1H-indazol-6-yl)prop-2-enamide FC=1C(=C(C(=NC1)C)NC(\C=C\C1=C(C=C2C(=NNC2=C1)C)F)=O)C